C1(=CC=CC=C1)C(=CCN(CCCCN1CCN(CC1)C)[C@H](C)C1=CC=C(C=C1)OC)C1=CC=CC=C1 (R)-N-(3,3-diphenylallyl)-N-(1-(4-methoxyphenyl)ethyl)-4-(4-methylpiperazin-1-yl)butan-1-amine